3-(3-isopropyl-5-(1-(tetrahydro-2H-pyran-4-yl)piperidin-4-yl)-1H-indol-2-yl)-1-methyl-1H-pyrrolo[2,3-b]pyridine C(C)(C)C1=C(NC2=CC=C(C=C12)C1CCN(CC1)C1CCOCC1)C1=CN(C2=NC=CC=C21)C